C(C1=CC=CC=C1)N1C(COCC1)CCOC 4-Benzyl-3-(2-methoxyethyl)morpholine